[S].C=CC1=CC=CC=C1 styrene Sulfur